BrC(C(=O)C1=NN(N=C1NCC1=CC=C(C=C1)OC)C1=NC=CC=C1)C(CC)=O 2-bromo-1-(5-((4-methoxybenzyl)amino)-2-(pyridin-2-yl)-2H-1,2,3-triazol-4-yl)pentane-1,3-dione